C(C1=CC=CC=C1)OC1=C(C=CC(=N1)O)C1=NN(C2=CC(=C(C=C12)F)C1CCNCC1)C 6-(benzyloxy)-5-(5-fluoro-1-methyl-6-(piperidin-4-yl)-1H-indazol-3-yl)pyridin-2-ol